F[C@@H]1COCCC1 (3S,4S)-3-fluorotetrahydro-2H-pyran